4-(2-(pyridin-3-yl)thiazol-5-yl)phenyl 4-methoxybenzenesulfonate COC1=CC=C(C=C1)S(=O)(=O)OC1=CC=C(C=C1)C1=CN=C(S1)C=1C=NC=CC1